FC1=C(C(=CC=C1OC)N1N=C(N=C1)C)CNC(=O)C=1C(=NN(C1)CC1=CC=C2CCN(CC2=C1)C)COC N-{[2-fluoro-3-methoxy-6-(3-methyl-1,2,4-triazol-1-yl)phenyl]methyl}-3-(methoxymethyl)-1-[(2-methyl-3,4-dihydro-1H-isoquinolin-7-yl)methyl]pyrazole-4-carboxamide